C(C)N1N=CC(=C1)CN1C(N(C(=C1C)C)C1=NC(=CC(=C1)C(F)(F)F)OC[C@@H]1OCCC1)=O 1-[(1-ethyl-1H-pyrazol-4-yl)methyl]-4,5-dimethyl-3-[6-{[(2R)-oxolan-2-yl]methoxy}-4-(trifluoromethyl)pyridin-2-yl]-1,3-dihydro-2H-imidazol-2-one